(Z)-3-fluoro-4-hydroxybut-2-enylcarbamic acid F\C(=C/CNC(O)=O)\CO